ClC1=CC=C(C=C1)S(=O)(=O)OC1=C(C=CC=C1)OC 2-methoxyphenyl 4-chlorobenzenesulfonate